FC(CN1C[C@H](OCC1)COC=1C=NC=CC1C1=C(C=2C(NCCC2N1)=O)NC1=C(C(=CC=C1)F)OC)F 2-(3-{[(2S)-4-(2,2-difluoroethyl)morpholin-2-yl]methoxy}pyridin-4-yl)-3-(3-fluoro-2-methoxyanilino)-1,5,6,7-tetrahydro-4H-pyrrolo[3,2-c]pyridin-4-one